heneicosyl-trimethylammonium methyl-2-benzyloxyspiro[3.3]heptane-6-carboxylate COC(=O)C1CC2(CC(C2)OCC2=CC=CC=C2)C1.C(CCCCCCCCCCCCCCCCCCCC)[N+](C)(C)C